CC1=CC=C(C=C1)C=CC(C)=O 4-(4-methylphenyl)-3-buten-2-one